FC(C(=O)O)(F)F.C(C1=CC=CC=C1)OC=1C=CC2=C(C[C@H]3CCCN([C@@H]3C2)CCC)C1OC(=O)NC=1C=C(C=CC1)CC(C(=O)OCC1=CC=CC=C1)N benzyl 3-[3-[([[(4aR,10aR)-7-(benzyloxy)-1-propyl-2H,3H,4H,4aH,5H,10H,10aH-benzo[g]quinolin-6-yl]oxy]carbonyl)amino]phenyl]-2-aminopropanoate trifluoroacetate